COO[SH4]N1CC(C1)N1CC2=CC=C3C(=C2CC1)C=C(N3)C=O {7-[1-(methyldioxy-λ6-thio)azetidin-3-yl]-6,7,8,9-tetrahydro-3H-pyrrolo[3,2-f]isoquinolin-2-yl}methanone